tert-butyl 3-[4-(2,6-dioxo-3-piperidyl)phenyl]azetidine-1-carboxylate O=C1NC(CCC1C1=CC=C(C=C1)C1CN(C1)C(=O)OC(C)(C)C)=O